C(C)(C)(C)N1CC=C(C=C1)NC(CC1=C(C=C(C=C1)C(C)(C)C)O)=O N-tert.-Butyl-4-[[2-(4-tert.-butyl-2-hydroxyphenyl)acetyl]amino]pyridin